C1(=CC(=CC=C1)C1=NC(=NC(=N1)C1=CC=CC=C1)C1=C(C=CC=C1)C1=C(C=C(C=C1)C1=CC=C(C=C1)C#N)B1OC(C(O1)(C)C)(C)C)C1=CC=CC=C1 2''-(4-([1,1'-biphenyl]-3-yl)-6-phenyl-1,3,5-triazin-2-yl)-3'-(4,4,5,5-tetramethyl-1,3,2-dioxaborolan-2-yl)-[1,1':4',1''-terphenyl]-4-carbonitrile